C(C#C)N1N=CN=N1 prop-2-ynyl-2H-tetrazole